2-[(4-bromo-2-nitro-imidazol-1-yl)methoxy]ethyl-trimethyl-silane BrC=1N=C(N(C1)COCC[Si](C)(C)C)[N+](=O)[O-]